BrC1=CC(=C2C=NN(C2=C1)C)F 6-bromo-4-fluoro-1-methylindazole